Racemic-3-(3-(3-chloro-4-fluorophenyl)-1-(1-(1-oxo-1,2-dihydroisoquinolin-4-yl)ethyl)ureido)-N-methylpropane-1-sulfonamide ClC=1C=C(C=CC1F)NC(N([C@H](C)C1=CNC(C2=CC=CC=C12)=O)CCCS(=O)(=O)NC)=O |r|